(S)-5-Oxopyrrolidine-3-carboxylic acid {5-[3-chloro-5-((R)-2,2,2-trifluoro-1-methylethoxymethyl)phenyl]-1-(4-fluorophenyl)-1H-pyrazol-3-yl}amide ClC=1C=C(C=C(C1)CO[C@@H](C(F)(F)F)C)C1=CC(=NN1C1=CC=C(C=C1)F)NC(=O)[C@@H]1CNC(C1)=O